ClC1=C(C(=CC=C1)Cl)CC(=O)NC1=CC(=NC=C1)N(C(C)=O)C1=C(C=C(C=C1)C(F)(F)F)F N-{4-[2-(2,6-dichlorophenyl)acetylamino]pyridin-2-yl}-N-[2-fluoro-4-(trifluoromethyl)phenyl]acetamide